C(C)(C)(C)N1N=C(C=C1C=1NC=CC1)C1=NC2=C(N1)C=CC(=C2)C 2-(1-(tert-butyl)-5-(1H-pyrrol-2-yl)-1H-pyrazol-3-yl)-5-methyl-1H-benzo[d]imidazole